BrC=1C=C(C=2N(C1C)C=CN2)C(=O)OC methyl 6-bromo-5-methylimidazo[1,2-a]pyridine-8-carboxylate